1-(Pyridin-3-yl)-3-(1-(5-(trifluoromethoxy)pyridin-2-yl)piperidin-4-yl)thiourea N1=CC(=CC=C1)NC(=S)NC1CCN(CC1)C1=NC=C(C=C1)OC(F)(F)F